Methyl (S)-4-(3,5-difluoro-2-((S)-1-fluoroethyl) phenyl)-2-(fluoromethyl)-5-oxo-4,5,6,7-tetrahydro-1H-cyclopenta[b]pyridine-3-carboxylate FC=1C(=C(C=C(C1)F)[C@H]1C2=C(NC(=C1C(=O)OC)CF)CCC2=O)[C@H](C)F